F[C@H]1CN(CC[C@H]1NC1=C2C=C(N(C2=CC=C1)CC(F)(F)F)C#CCNC1=C(C=C(C(=O)NCC(CO)OC)C=C1)OC)C 4-{[3-(4-{[(3S,4R)-3-fluoro-1-methylpiperidin-4-yl]amino}-1-(2,2,2-trifluoroethyl)-1H-indol-2-yl)prop-2-yn-1-yl]amino}-N-(3-hydroxy-2-methoxypropyl)-3-methoxybenzamide